(2S,4R)-1-(1-acetyl-3-fluoroazetidine-3-carbonyl)-4-fluoro-N-[(S)-phenyl[4-(propan-2-yl)phenyl]methyl]pyrrolidine-2-carboxamide C(C)(=O)N1CC(C1)(C(=O)N1[C@@H](C[C@H](C1)F)C(=O)N[C@H](C1=CC=C(C=C1)C(C)C)C1=CC=CC=C1)F